C(#N)[C@H]1N(CSC1)C(CNC(=O)C1=CC=NC2=CC=C(C=C12)N1C=CC2=CC(=CC=C12)F)=O (R)-N-(2-(4-cyanothiazolidin-3-yl)-2-oxoethyl)-6-(5-fluoro-1H-indol-1-yl)quinoline-4-carboxamide